Cl.CC(C=CC(=O)N)(NCCOC1=CC=C(C=C1)/C(=C(/CC(F)(F)F)\C1=CC=CC=C1)/C=1C=C2C(=NNC2=CC1)F)C dimethyl-4-((2-(4-((E)-4,4,4-trifluoro-1-(3-fluoro-1H-indazol-5-yl)-2-phenylbut-1-en-1-yl)phenoxy)ethyl)amino)but-2-enamide hydrochloride